CC1=NN(C(=C1)N1CCNCC1)C1=CC=CC=C1 (3-methyl-1-phenyl-5-pyrazolyl)piperazine